C1(=CC=CC=C1)C1=NC(=NC=C1)NCC(F)(F)F 4-Phenyl-N-(2,2,2-trifluoroethyl)pyrimidin-2-amine